(2S)-2-amino-4-({2-methyl-[1,1'-biphenyl]-3-yl}carbamoyl)butanoic acid N[C@H](C(=O)O)CCC(NC=1C(=C(C=CC1)C1=CC=CC=C1)C)=O